trans-2,2-difluoro-N-(5-oxo-2-(2,4-difluorophenyl)-1-(1-(1-methyl-6-oxo-1,6-dihydropyridin-3-yl)-1H-indazol-5-yl)pyrrolidin-3-yl)propanamide FC(C(=O)N[C@H]1[C@@H](N(C(C1)=O)C=1C=C2C=NN(C2=CC1)C1=CN(C(C=C1)=O)C)C1=C(C=C(C=C1)F)F)(C)F